ClC1=C(C=C(C(=C1C)[N+](=O)[O-])C)C 2-chloro-1,3,5-trimethyl-4-nitrobenzene